4-((2R,3S,4S,5R)-3-(2-((3-((tert-butyldimethylsilyl)oxy)cyclobutyl)methoxy)-3,4-difluorophenyl)-4,5-dimethyl-5-(trifluoromethyl)tetrahydrofuran-2-carboxamido)picolinamide [Si](C)(C)(C(C)(C)C)OC1CC(C1)COC1=C(C=CC(=C1F)F)[C@H]1[C@@H](O[C@]([C@H]1C)(C(F)(F)F)C)C(=O)NC1=CC(=NC=C1)C(=O)N